4-([1,4':1',4''-terpiperidin]-1''-yl)-3-((4-(decyloxy)phenyl)sulfonyl)-6-(methylsulfinyl)quinoline N1(CCCCC1)C1CCN(CC1)C1CCN(CC1)C1=C(C=NC2=CC=C(C=C12)S(=O)C)S(=O)(=O)C1=CC=C(C=C1)OCCCCCCCCCC